N-(2-(3-bromobenzyl)-1-isobutyrylpyrrolidin-3-yl)ethanesulfonamide BrC=1C=C(CC2N(CCC2NS(=O)(=O)CC)C(C(C)C)=O)C=CC1